N1C(=NC=C1)NOC(=O)NC=1NC=CN1 bis-imidazolylaminocarboxylic acid